diethylene glycol dimalonate C(CC(=O)O)(=O)O.C(CC(=O)O)(=O)O.C(COCCO)O